3-chloro-2-(naphthalen-2-yl)benzo[f]Quinoxaline ClC1=NC=2C=CC3=C(C2N=C1C1=CC2=CC=CC=C2C=C1)C=CC=C3